C(C1=CC=CC=C1)(C1=CC=CC=C1)(C1=CC=CC=C1)N1C=NC(=C1)C1(CSCC1)O 3-(1-trityl-1H-imidazol-4-yl)tetrahydrothiophen-3-ol